ClC1=NC=CC(=N1)O[C@@H]1CN(CC1)C(=O)OC(C)(C)C tert-butyl (S)-3-((2-chloropyrimidin-4-yl)oxy)pyrrolidine-1-carboxylate